Racemic-(4Z)-cycloocta-4-en-1-ol C1(CC\C=C/CCC1)O